1-(2-(benzylamino)-2-oxoethyl)-1-(2-((2-((2-((tert-butoxycarbonyl)(methyl)amino)ethyl)(methyl)carbamoyl)-4-methylthiophen-3-yl)amino)-2-oxoethyl)azepan-1-ium C(C1=CC=CC=C1)NC(C[N+]1(CCCCCC1)CC(=O)NC1=C(SC=C1C)C(N(C)CCN(C)C(=O)OC(C)(C)C)=O)=O